ClC1=NC(=NC=C1)C1=NN(C(=C1)C1=NOC=C1)CC1=C(C=CC=C1)F 3-(3-(4-chloropyrimidin-2-yl)-1-(2-fluorobenzyl)-1H-pyrazol-5-yl)isoxazole